FC(C(=O)O)(F)F.C(C)(C)OC1=CC=2N(C=C1NC(=O)C1=NC(=CC=C1)C(F)(F)F)C=C(N2)C2CCN(CC2)CCC(=O)O 3-[4-[7-isopropoxy-6-[[6-(trifluoromethyl)pyridine-2-carbonyl]amino]imidazo[1,2-a]pyridin-2-yl]-1-piperidinyl]propionic acid trifluoroacetate